FC(C1=NN(C(=C1C1=CC=CC=C1)F)C1=CC(=CC=C1)Br)F 3-difluoromethyl-5-fluoro-4-phenyl-1-(3-bromophenyl)-1H-pyrazole